OC1(C(C(CCC1)(C1=C(C=C(C=C1CF)CF)CF)NC)=O)C 2-hydroxy-2-methyl-6-methylamino-6-(2,4,6-trifluoromethylphenyl)cyclohexan-1-one